(1r,3r)-3-[5,7-Difluoro-2-(4-fluorophenyl)-1H-indol-3-yl]cyclobutanamine FC=1C=C2C(=C(NC2=C(C1)F)C1=CC=C(C=C1)F)C1CC(C1)N